1-(3-((5-chloro-2-((3-methyl-1-(8-methyl-8-azabicyclo[3.2.1]octan-3-yl)-1H-pyrazol-4-yl)amino)pyrimidin-4-yl)amino)propyl)-3-methyltetrahydropyrimidin-2(1H)-one ClC=1C(=NC(=NC1)NC=1C(=NN(C1)C1CC2CCC(C1)N2C)C)NCCCN2C(N(CCC2)C)=O